1,2,3,4-tetrahydropyrrol N1CCCC1